ClC1=NC(=C2C(=N1)N(N=C2)[C@H]2[C@@H]([C@@H]([C@H](O2)CO[C@](CO)(C)P(O)(O)=O)O)O)NC2CCCC2 ((R)-2-(((2R,3S,4R,5R)-5-(6-chloro-4-(cyclopentylamino)-1H-pyrazolo[3,4-d]pyrimidin-1-yl)-3,4-dihydroxytetrahydrofuran-2-yl)methoxy)-1-hydroxypropan-2-yl)phosphonic acid